2-((2s,6r)-4-(2-(4-(3-(4-cyano-3-(trifluoromethyl)phenyl)-5,5-dimethyl-4-oxo-2-thioxoimidazolidin-1-yl)-2-ethyl-6-fluorophenoxy)ethyl)-2,6-dimethylpiperazin-1-yl)acetic acid C(#N)C1=C(C=C(C=C1)N1C(N(C(C1=O)(C)C)C1=CC(=C(OCCN2C[C@@H](N([C@@H](C2)C)CC(=O)O)C)C(=C1)F)CC)=S)C(F)(F)F